Aniline t-butyl-acetate C(C)(C)(C)OC(C)=O.NC1=CC=CC=C1